C[S@](=O)CC=1NC=CC=CC1 (((S)-methylsulfinyl)methyl)azepine